tert-butyl 4-[4-[1-[5-[2-[[tert-butoxycarbonyl(methyl)amino]methyl]phenyl]-2-thienyl]ethylamino]-2-methyl-pyrrolo[2,1-f][1,2,4]triazin-6-yl]-3,6-dihydro-2H-pyridine-1-carboxylate C(C)(C)(C)OC(=O)N(C)CC1=C(C=CC=C1)C1=CC=C(S1)C(C)NC1=NC(=NN2C1=CC(=C2)C=2CCN(CC2)C(=O)OC(C)(C)C)C